2-(1-ethyl-1H-pyrazol-5-yl)-6,7,8,9-tetrahydro-5H-benzo[7]annulen-5-ol C(C)N1N=CC=C1C=1C=CC2=C(CCCCC2O)C1